BrCC1=CC=C(C(=O)O)C=C1 4-(Bromomethyl)benzoic acid